Cl.N[C@@H](CC(=O)OCC)C=1C=C(C=C(C1F)C)C1=C(C(=CC=C1O)C)C ethyl (3S)-3-amino-3-{4-fluoro-6'-hydroxy-2',3',5-trimethyl-[1,1'-biphenyl]-3-yl}propanoate hydrochloride